2,4,5-trichlorobenzotrifluoride ClC1=C(C=C(C(=C1)Cl)Cl)C(F)(F)F